1-(4-fluorophenyl)-6-methyl-5-(6-methylpyrazin-2-yl)-1H-indazole FC1=CC=C(C=C1)N1N=CC2=CC(=C(C=C12)C)C1=NC(=CN=C1)C